NC1CCC(CC1)NC1=NC2=CC=C(C=C2C=N1)C1=CC(=C(C=C1F)NS(=O)(=O)C1=C(C=CC=C1)Cl)F N-(4-(2-(((1r,4r)-4-aminocyclohexyl)amino)quinazolin-6-yl)-2,5-difluorophenyl)-2-chlorobenzenesulfonamide